1,1-dicyclohexyl-2-ethyl-hexane C1(CCCCC1)C(C(CCCC)CC)C1CCCCC1